(3as,6as)-hexahydro-2H-furo[2,3-c]pyrrole O1CC[C@@H]2[C@H]1CNC2